N1CCC(CC1)N1CN=C2C(=C1)SC=C2 3-(piperidin-4-yl)thieno[3,2-d]pyrimidin